1-(tert-butyl) 2-methyl (2S)-5-hydroxypyrrolidine-1,2-dicarboxylate OC1CC[C@H](N1C(=O)OC(C)(C)C)C(=O)OC